8-(7-(6-(bis(4-methoxybenzyl)amino)-4-methyl-3-(trifluoromethyl)pyridin-2-yl)-6-chloro-2,8-difluoroquinazolin-4-yl)-3-methyl-1-oxa-3,8-diazaspiro[4.5]decan-2-one COC1=CC=C(CN(C2=CC(=C(C(=N2)C2=C(C=C3C(=NC(=NC3=C2F)F)N2CCC3(CN(C(O3)=O)C)CC2)Cl)C(F)(F)F)C)CC2=CC=C(C=C2)OC)C=C1